3-(tert-Butyl)-N-(2-(methylsulfonyl)-4-(2-(2-nitrophenyl)-3H-imidazo[4,5-b]pyridin-7-yl)benzyl)-1,2,4-oxadiazole-5-carboxamide C(C)(C)(C)C1=NOC(=N1)C(=O)NCC1=C(C=C(C=C1)C1=C2C(=NC=C1)NC(=N2)C2=C(C=CC=C2)[N+](=O)[O-])S(=O)(=O)C